tert-butyl (R)-3-((5-methyl-1,2,4-triazin-3-yl)amino)piperidine-1-carboxylate CC=1N=C(N=NC1)N[C@H]1CN(CCC1)C(=O)OC(C)(C)C